4-benzyl-2-(8-fluoro-3-quinolyl)-4,6,6-trimethyl-5H-1,3-oxazine C(C1=CC=CC=C1)C1(N=C(OC(C1)(C)C)C=1C=NC2=C(C=CC=C2C1)F)C